FC(F)(F)C=1SC2=C(C1)CC(CC2)N (trifluoromethyl)-4,5,6,7-tetrahydrobenzothiophen-5-amine